manganese (III) ferricyanide potassium [K].[Fe-3](C#N)(C#N)(C#N)(C#N)(C#N)C#N.[Mn+3]